BrC1=C(C=C(C=C1)Br)NC(=O)C=1C=C2C=CC=NC2=CC1 N-(2,5-dibromophenyl)quinoline-6-carboxamide